(S)-6-(((1-(1-(tert-butyl)piperidin-4-yl)-1H-1,2,3-triazol-4-yl)(2-(oxetan-3-yl)isoindolin-4-yl)methyl)amino)-8-chloro-4-((3-chloro-4-fluorophenyl)amino)quinoline-3-carbonitrile C(C)(C)(C)N1CCC(CC1)N1N=NC(=C1)[C@H](C1=C2CN(CC2=CC=C1)C1COC1)NC=1C=C2C(=C(C=NC2=C(C1)Cl)C#N)NC1=CC(=C(C=C1)F)Cl